N1N=NN=C1C1=C(C=CC=C1)C(CCCCC)O 1-(2-(1H-tetrazol-5-yl)phenyl)hexan-1-ol